7a-(4-bromophenyl)-4b,5-dihydroxy-4-methoxy-N-methyl-N-(oxetan-3-yl)-7-phenyl-4b,6,7,7a-tetrahydro-5H-cyclopenta[4,5]furo[2,3-c]pyridine-6-carboxamide BrC1=CC=C(C=C1)C12C(C3=C(C=NC=C3OC)O1)(C(C(C2C2=CC=CC=C2)C(=O)N(C2COC2)C)O)O